3-chloro-4-cyclopropoxybenzoic acid ClC=1C=C(C(=O)O)C=CC1OC1CC1